ClC1=C(C(=O)NC2=NC=C(C=C2F)C#CC2=CC=CC=C2)C=C(C=C1)C1=C(N=C(S1)C)C 2-chloro-5-(2,4-dimethylthiazol-5-yl)-N-[3-fluoro-5-(2-phenylethynyl)-2-pyridyl]benzamide